4-chloro-1-(4-chloro-2-methoxyphenyl)pyrido[3,4-d]pyridazine ClC=1N=NC(=C2C1C=NC=C2)C2=C(C=C(C=C2)Cl)OC